ClC1=CC(=C(C=C1)C1=NC(=CC=2C1=NC(=C(N2)C)C)[C@@H]2C[C@@H](OCC2)C=2C=NN(C2)C2CC2)F 5-(4-chloro-2-fluorophenyl)-7-((2R,4S)-2-(1-cyclopropyl-1H-pyrazol-4-yl)tetrahydro-2H-pyran-4-yl)-2,3-dimethylpyrido[3,4-b]pyrazine